(S)- and (R)-2-((4-methoxyphenethyl)amino)-1-(7-meth-yl-1H-indol-3-yl)-2-phenylethan-1-one COC1=CC=C(CCN[C@H](C(=O)C2=CNC3=C(C=CC=C23)C)C2=CC=CC=C2)C=C1 |r|